FC=1C=C2C(=C(NC2=C(C1)F)C1=CC=C(C=C1)F)CCNCC(C)O 1-((2-(5,7-difluoro-2-(4-fluorophenyl)-1H-indol-3-yl)ethyl)amino)propan-2-ol